P(=O)(O)(O)OC1C=CCCCC1 cyclohepten-3-yl dihydrogenphosphate